N-(2-Amino-3-fluoro-4-((4-(trifluoromethyl)benzyl)amino)phenyl)-9,10-difluorodecanamid NC1=C(C=CC(=C1F)NCC1=CC=C(C=C1)C(F)(F)F)NC(CCCCCCCC(CF)F)=O